bromo-2,6-naphthalenedicarboxylic acid BrC1=C(C=CC2=CC(=CC=C12)C(=O)O)C(=O)O